trisodium L-ascorbate O=C1C(O)=C([O-])[C@H](O1)[C@@H](O)CO.[Na+].[Na+].[Na+].O=C1C(O)=C([O-])[C@H](O1)[C@@H](O)CO.O=C1C(O)=C([O-])[C@H](O1)[C@@H](O)CO